COC(=O)C=1C(OC(C(C1C=1C=C(C=CC1CC)C1=C(C=C(C=C1)Cl)F)=O)(C)C)(C)C 4-(4'-chloro-4-ethyl-2'-fluoro[1,1'-biphenyl]-3-yl)-5,6-dihydro-2,2,6,6-tetramethyl-5-oxo-2H-pyran-3-ylcarboxylic acid methyl ester